[Br-].C(C1=CC=CC=C1)[N+]1=CC=C(C=C1)OC1CC(C1)OCC1=CC=CC=C1 benzyl-4-((1r,3r)-3-(benzyloxy)cyclobutoxy)pyridin-1-ium bromide